ClC1=CC2=C(O[C@@H](CN2)C2=NN=C(O2)[C@@H]2CC[C@H](CC2)C(=O)NC2=NC3=CC=C(C=C3C=C2)Cl)C=C1 trans-(S)-4-(5-(6-chloro-3,4-dihydro-2H-benzo[b][1,4]oxazin-2-yl)-1,3,4-oxadiazol-2-yl)-N-(6-chloroquinolin-2-yl)cyclohexanecarboxamide